2-(dimethylamino)-1-(3-(trifluoromethyl)phenyl)ethan-1-ol CN(CC(O)C1=CC(=CC=C1)C(F)(F)F)C